5-chloro-3-cyclopropyl-N-(4-(3-(trifluoromethoxy)pyridin-2-yl)benzyl)pyrazolo[1,5-a]pyrimidin-7-amine ClC1=NC=2N(C(=C1)NCC1=CC=C(C=C1)C1=NC=CC=C1OC(F)(F)F)N=CC2C2CC2